C(#N)C=1C(=NC=CC1)N(S(=O)(=O)C)C N-(3-cyanopyridin-2-yl)-N-methylmethanesulfonamide